FC1=CC(=C(C=C1)C1=CC(=CC=C1)C=1OC2=C(N1)C=C(C=C2C(F)(F)F)CNCC2(COC2)O)C2=NN=CN2C 3-((((2-(4'-Fluoro-2'-(4-methyl-4H-1,2,4-triazol-3-yl)-[1,1'-biphenyl]-3-yl)-7-(trifluoromethyl)benzo[d]oxazol-5-yl)methyl)amino)methyl)oxetan-3-ol